acrylamido-propyltri(β-methoxyethoxy)silane C(C=C)(=O)NCCC[Si](OCCOC)(OCCOC)OCCOC